benzyl N-[3-(7-bromo-4,6-difluoro-2-methyl-benzimidazol-1-yl)-2-hydroxy-propyl]carbamate BrC1=C(C=C(C2=C1N(C(=N2)C)CC(CNC(OCC2=CC=CC=C2)=O)O)F)F